COC1=C(C=C2C(=NC=NC2=C1)C=1C(=NN(C1)C)C1=CC=CC=C1)NC(=O)N1[C@H](CN(CC1)C(=O)OC(C)(C)C)C tert-butyl (S)-4-((7-methoxy-4-(1-methyl-3-phenyl-1H-pyrazol-4-yl)quinazolin-6-yl)carbamoyl)-3-methylpiperazine-1-carboxylate